cinnamic acid acetate C(C)(=O)O.C(C=CC1=CC=CC=C1)(=O)O